(+)-6-methoxy-α-methyl-2-naphthylmethylphosphonic acid COC=1C=C2C=CC(=C(C2=CC1)C)CP(O)(O)=O